NC1=C(C(NC2=C(C=CC=C12)C1=C(C=CC(=C1)COC=1C=NC(=CC1)C)F)=O)C(=O)NCCC 4-amino-8-[2-fluoro-5-[(6-methyl-3-pyridinyl)oxymethyl]phenyl]-2-oxo-N-propyl-1H-quinoline-3-carboxamide